4-((S)-2-(dimethylamino)-3-((S)-3-(thiazol-5-yl)-3-(1-(trifluoromethyl)cyclopropyl)propanamido)propyl)-2,3-difluorobenzamide CN([C@@H](CC1=C(C(=C(C(=O)N)C=C1)F)F)CNC(C[C@@H](C1(CC1)C(F)(F)F)C1=CN=CS1)=O)C